C(CCC)(=O)N[C@H]1C(O)O[C@@H]([C@H]([C@@H]1O)O)COC(C1=C(C=CC=C1)O)=O 2-N-butyryl-6-O-(2-hydroxybenzoyl)-D-glucosamine